3-[(4S)-4-isopropyl-1-cyclohexen-1-yl]propanal C(C)(C)[C@@H]1CC=C(CC1)CCC=O